FC1=CC(=C(C(=C1)OCCCC=C)C=1C=C(C=NC1)[C@H](CC(=O)OCC)NC([C@H](CC=C)N1C(C=CC=C1)=O)=O)C Ethyl (S)-3-(5-(4-fluoro-2-methyl-6-(pent-4-en-1-yloxy)phenyl)pyridin-3-yl)-3-((S)-2-(2-oxopyridin-1(2H)-yl)pent-4-enamido)propanoate